FC=1C=C(C=CC1OC1=CC=NC2=CC=C(N=C12)OC)NC(=O)C1=C(N=C(N(C1=O)C1=CC=C(C=C1)F)C)C N-[3-Fluoro-4-[(6-methoxy-1,5-naphthyridin-4-yl)oxy]phenyl]-1-(4-fluorophenyl)-2,4-dimethyl-6-oxopyrimidine-5-carboxamide